C(CCC)C1=CC=C(C=C1)S(=O)(=O)N1C(C1)C(C)=O 1-[1-(4-Butylphenyl)sulfonylaziridin-2-yl]ethanone